Silicon-barium [Ba].[Si]